Cl.Cl.FC(CN1C(=NC2=C1C=CC=C2)CCN)F 2-(1-(2,2-difluoroethyl)-1H-benzo[d]imidazol-2-yl)ethan-1-amine dihydrochloride